COC(=O)NC1=CC=C(C=C1)C=1N=NN(C1NC(O[C@H](C)C=1C(=NC=CC1)Cl)=O)C (R)-1-(2-chloropyridin-3-yl)ethyl (4-(4-((methoxycarbonyl)amino)phenyl)-1-methyl-1H-1,2,3-triazol-5-yl)carbamate